C(C)(C)(C)OC(=O)N1C[C@H](CCC1)C=1N(C2=C(C=C(C=C2C1F)C(=O)OC)C=1C(=NC(=CC1)C)CC)CC1CC1 methyl 2-[(3S)-1-tert-butoxycarbonyl-3-piperidyl]-1-(cyclopropylmethyl)-7-(2-ethyl-6-methyl-3-pyridyl)-3-fluoro-indole-5-carboxylate